COC1=C(C=C(C=C1)S(N)(=O)=O)NC(C)=O N-(2-methoxy-5-sulfamoyl-phenyl)acetamide